(R/S)-N-(5-(propanoyl-3,3,3-d3)-4-((2,4,5-trimethyl-4,5-dihydropyrazolo[1,5-a]pyrido[3,4-e]pyrazin-6-yl)amino)pyridin-2-yl)cyclopropanecarboxamide C(CC([2H])([2H])[2H])(=O)C=1C(=CC(=NC1)NC(=O)C1CC1)NC1=NC=CC2=C1N([C@@H](C=1N2N=C(C1)C)C)C |r|